(2S,3S)-2-[[2-[(2R)-1-[(2,3-difluorophenyl)methyl]-5-oxopyrrolidin-2-yl]acetyl]amino]-3-methylpentanecarboxylic acid FC1=C(C=CC=C1F)CN1[C@H](CCC1=O)CC(=O)N[C@@H](CC(=O)O)[C@H](CC)C